Zinc bis[bis(trimethylsilyl)amide] C[Si](C)(C)[N-][Si](C)(C)C.C[Si](C)(C)[N-][Si](C)(C)C.[Zn+2]